[Si](C)(C)(C(C)(C)C)OCC=C 3-[t-butyldimethylsilyloxy]-propene